C1(CCCCC1)C1(N=C(SC1)Cl)Cl cyclohexyl-dichlorothiazoline